C1(=CC(=CC=C1)N1C2=CC=CC=C2C2=C1C=CC=1NC=3C=CC=CC3C21)C2=CC=CC=C2 5-([1,1'-biphenyl]-3-yl)-5,8-dihydroindolo[2,3-c]carbazole